C(C)(=O)N1C=C(C2=CC=CC=C12)C(=O)C1CCCCC1 N-acetyl-3-(3-cyclohexylcarbonyl)indole